ClC=1C=CC(=C(C1)C1=CC(N(C=C1OC)C(C(=O)NC1=CC2=CN(N=C2C=C1)C)CC(F)F)=O)N1N=NC(=C1)Cl 2-{4-[5-chloro-2-(4-chloro-1H-1,2,3-triazol-1-yl)phenyl]-5-methoxy-2-oxopyridin-1(2H)-yl}-4,4-difluoro-N-(2-methyl-2H-indazol-5-yl)butanamide